C(C)(=O)N[C@H]1CN(CC1)CCN1C(=NC2=C3CC[C@@H](N(C3=CC=C21)C(=O)OC)C)CCN2C(C=CC=C2)=O methyl (7S)-3-{2-[(3R)-3-acetamidopyrrolidin-1-yl]ethyl}-7-methyl-2-[2-(2-oxo-1,2-dihydropyridin-1-yl)ethyl]-3H,6H,7H,8H,9H-imidazo[4,5-f]quinoline-6-carboxylate